methoxymethyl 3-fluoro-4-hydroxy-6-(methoxymethoxy)-2,5-dimethylbenzoate FC=1C(=C(C(=O)OCOC)C(=C(C1O)C)OCOC)C